(R)-N-(5-(5-ethyl-1,2,4-oxadiazol-3-yl)-2,3-dihydro-1H-inden-1-yl)-1-(2-hydroxyethyl)-1H-pyrazole-5-carboxamide C(C)C1=NC(=NO1)C=1C=C2CC[C@H](C2=CC1)NC(=O)C1=CC=NN1CCO